CC1=C(C=C(C(=C1)SC1=CC(=CC=C1)OCC(F)(F)F)C)N=CN(C)CC N'-(2,5-dimethyl-4-{[3-(2,2,2-trifluoroethoxy)phenyl]sulfanyl}phenyl)-N-ethyl-N-methylimidoformamide